C(C1=CC=CC=C1)(=O)C1=CC=CC=C1 2'-benzophenone